C(CCCCCCCCCCCCCCCCCCCCCCCCCCC)C(=O)[O-].[Zn+2].C(CCCCCCCCCCCCCCCCCCCCCCCCCCC)C(=O)[O-] zinc octacosanyl-carboxylate